O1C2=C(OCC1)C=C(C=C2)C2=CC=C1CN(C(C1=C2)=O)C(C(=O)NC(C(=O)O)CC(CF)=O)C 2-(6-(2,3-dihydrobenzo[b][1,4]dioxin-6-yl)-1-oxoisoindolin-2-yl)propanamido-5-Fluoro-4-oxopentanoic acid